C(C)C1=NN(C(N1C)=O)C1=CC(=C(C(=O)NC2=CC=C(C=C2)CC)C=C1F)O[C@@H](C)CCC 4-(3-Ethyl-4-methyl-5-oxo-4,5-dihydro-1H-1,2,4-triazol-1-yl)-N-(4-ethylphenyl)-5-fluoro-2-[(2S)-pent-2-yloxy]benzamide